FC(CC1N(CCNC1)C1=C(C=C2C(=N1)O[C@@](C2)(C)CO)NC(=O)C=2C=NN1C2N=CC=C1)F |r| N-[rac-(2R)-6-[(2,2-difluoroethyl)piperazin-1-yl]-2-(hydroxymethyl)-2-methyl-3H-furo[2,3-b]pyridin-5-yl]pyrazolo[1,5-a]pyrimidine-3-carboxamide